3-Amino-N-[5-isopropyl-4-(2-isopropylphenyl)-6-phenoxy-pyrimidin-2-yl]benzenesulfonamide NC=1C=C(C=CC1)S(=O)(=O)NC1=NC(=C(C(=N1)C1=C(C=CC=C1)C(C)C)C(C)C)OC1=CC=CC=C1